FC1=C(C=C2CCC(N(C2=C1)C)=O)C=1C=C(C=NC1)OCCNC(=O)C=1C(=NOC1C)C 3,5-Dimethyl-isoxazole-4-carboxylic acid {2-[5-(7-fluoro-1-methyl-2-oxo-1,2,3,4-tetrahydro-quinolin-6-yl)-pyridin-3-yloxy]-ethyl}-amide